C1(=CC=CC=C1)S(=O)CN1N=C2C=CC=C(C2=C1)B1OCC(CO1)(C)C 2-[(benzenesulfinyl)methyl]-4-(5,5-dimethyl-1,3,2-dioxaborinan-2-yl)-2H-indazole